N=C(CCCSCCC(=O)OCCCCCCCCCCCC)NCCCCCCCCCCCCCCCCCC dodecyl 3-((4-imino-4-(octadecylamino)butyl)thio)propanoate